N(=[N+]=[N-])CCOC(C(C(C)C)NC(=O)OC(C)(C)C)=O 2-((tert-Butoxycarbonyl)amino)-3-methylbutyric acid 2-azidoethyl ester